C(C1=CC=CC=C1)OC(=O)N1CCC(CC1)C1(CC1)[C@H]1N=C(C2=CC=CC=C2C1)C1=CC=C(C=C1)F (S)-1-(1-(benzyloxycarbonyl)-piperidin-4-yl)cyclopropyl-1-(4-fluorophenyl)-3,4-dihydroisoquinoline